1-ethyl-4-(4-methoxyphenyl)ethynylbenzene C(C)C1=CC=C(C=C1)C#CC1=CC=C(C=C1)OC